[3-(dimethylamino)propyl]triphenyl-phosphonium bromide [Br-].CN(CCC[P+](C1=CC=CC=C1)(C1=CC=CC=C1)C1=CC=CC=C1)C